2-[3-(azetidin-3-yl)-1-bicyclo[1.1.1]pentanyl]-5-[1-(trifluoromethyl)cyclopropyl]-1,3,4-oxadiazole N1CC(C1)C12CC(C1)(C2)C=2OC(=NN2)C2(CC2)C(F)(F)F